NC(C(CCC(=O)OC(C)(C)C)N1C(C2=C(C(=CC=C2C1)COC(NC1=CC=C(C=C1)OC1=CC(=C(C=C1)F)F)=O)OC=1C=NC=CC1)=O)=O tert-butyl 5-amino-4-(6-((((4-(3,4-difluorophenoxy)phenyl)carbamoyl)oxy) methyl)-1-oxo-7-(pyridin-3-yloxy)isoindolin-2-yl)-5-oxopentanoate